C(C)OOCC1=CC=CC=C1 Benzyloxy Ethyl Ether